3-Butyne CCC#C